[Br-].C[S+](CCCCCCCC)C dimethyl(octyl)sulfonium bromide